6-isopropyl-N-(8-methoxy-4-methyl-2-oxo-1H-quinolin-6-yl)-2-morpholino-5,7-dihydropyrrolo[3,4-b]pyridine-3-carboxamide C(C)(C)N1CC2=NC(=C(C=C2C1)C(=O)NC=1C=C2C(=CC(NC2=C(C1)OC)=O)C)N1CCOCC1